2-bromo-5-isopropoxy-pyridine BrC1=NC=C(C=C1)OC(C)C